(S)-3-(isoquinolin-4-yl)-2-oxo-1-(5-(trifluoromethyl)pyridin-3-yl)imidazolidine-4-carbonitrile C1=NC=C(C2=CC=CC=C12)N1C(N(C[C@H]1C#N)C=1C=NC=C(C1)C(F)(F)F)=O